N-(4-sulfamoylphenylsulfanyl)pivalamide Aminoethylmethacrylat NCCOC(C(=C)C)=O.S(N)(=O)(=O)C1=CC=C(C=C1)SNC(C(C)(C)C)=O